(2,4-Dimethoxyphenyl)-1H-imidazole-5-carboxylic acid COC1=C(C=CC(=C1)OC)N1C=NC=C1C(=O)O